(propan-2-yl)piperidine CC(C)N1CCCCC1